FC1=CC(=C2C=C(N(C2=C1F)CCNC1=NC=NC(=C1)C1=CC=C(C=C1)C=1N=CNC1)C)OC [2-(6,7-Difluoro-4-methoxy-2-methyl-indol-1-yl)-ethyl]-{6-[4-(1H-imidazol-4-yl)-phenyl]-pyrimidin-4-yl}-amine